dimethylsilylbis-(tetrahydroindenyl)hafnium C[SiH](C)[Hf](C1CCC2CC=CC=C12)C1CCC2CC=CC=C12